N-(3-(7-(difluoromethoxy)-2,3-dihydrobenzo[b][1,4]dioxin-6-yl)-1H-pyrazol-4-yl)pyrazolo[1,5-a]pyrimidine-3-carboxamide FC(OC=1C(=CC2=C(OCCO2)C1)C1=NNC=C1NC(=O)C=1C=NN2C1N=CC=C2)F